C1(CCC1)C=1C(=NN(C1NC(=O)N1CC(C1)(F)F)C)C1CC(C1)(F)F N-(4-cyclobutyl-3-(3,3-difluoro-cyclobutyl)-1-methyl-1H-pyrazol-5-yl)-3,3-difluoroazetidine-1-carboxamide